P(OCCCCCCCCCCCCCCCCCC)(OCCCCCCCCCCCCCCCCCC)OCCCCCCCCCCCCCCCCCC tri(stearyl) phosphite